C[C@H]1C=2N=CC=C(C3=NNC4=CC=C(O[C@@H](CCNC(O1)=O)C)C=C34)N2 (7S,13R)-7,13-dimethyl-8,14-dioxa-5,10,19,20,23-pentaazatetracyclo[13.5.2.12,6.018,21]tricosa-1(20),2,4,6(23),15,17,21-heptaen-9-one